C(CCC)C(CO)(CO)CCCC 2,2-dibutyl-1,3-propylene glycol